indolyl-benzoquinone N1C(=CC2=CC=CC=C12)C=1C(C=CC(C1)=O)=O